6-(propyl (2-(thien-2-yl) ethyl) amino)-5,6,7,8-tetrahydronaphthalen-1-yl 2-cinnamamidoacetate C(C=CC1=CC=CC=C1)(=O)NCC(=O)OC1=CC=CC=2CC(CCC12)N(CCC=1SC=CC1)CCC